NCCCN1C2=CC(=CC=C2C=2C=CC(=CC12)C(=O)NCCOCCOCCOCCN=[N+]=[N-])C(=O)NCCOCCOCCOCCN=[N+]=[N-] 9-(3-aminopropyl)-N2,N7-bis(2-(2-(2-(2-azidoethoxy)ethoxy)ethoxy)ethyl)-9H-carbazole-2,7-dicarboxamide